FC=1C=C(CON=C)C=CC1F formaldehyde O-(3,4-difluorobenzyl) oxime